ClC1=C(N=C(C(=N1)C(=O)OC)NC1=CC=C(C=C1)OC[C@H]1N(C[C@@H](C1)O)C)C Methyl 6-chloro-3-[4-[[(2S,4R)-4-hydroxy-1-methyl-pyrrolidin-2-yl]methoxy]anilino]-5-methyl-pyrazine-2-carboxylate